C(C)C(C(C)C(C(C(C(=O)[O-])(C(C)C(CCC)CC)C(C)C(CCC)CC)(O)C(=O)[O-])C(=O)[O-])CCC Tri(3-ethyl-2-hexyl)citrat